4-bromo-2,6-dichloro-benzonitrile BrC1=CC(=C(C#N)C(=C1)Cl)Cl